N(=O)C1=C(C=CC=C1)N=O 1,2-dinitrosobenzene